(S)-1'-(3-(1-(2-methylpyridin-4-yl)vinyl)-1H-pyrazolo[3,4-b]pyrazin-6-yl)-1,3-dihydro-spiro[inden-2,4'-piperidin]-1-amine CC1=NC=CC(=C1)C(=C)C1=NNC2=NC(=CN=C21)N2CCC1(CC2)[C@@H](C2=CC=CC=C2C1)N